N[C@H](C(=O)NC12CC(C1)C2)C2CCCC2 (S)-2-amino-N-(bicyclo[1.1.1]pentan-1-yl)-2-cyclopentylacetamide